5-(4-chlorophenyl)-7-oxo-1-tetrahydropyran-2-yl-6-tetrahydropyran-4-yl-pyrazolo[4,3-g]Isoquinolin-7-ium ClC1=CC=C(C=C1)C1=C([N+](C=C2C=C3C(C=C12)=CNN3C3OCCCC3)=O)C3CCOCC3